C1(CC1)C([C@@H](C(=O)NC1=NC=CC(=C1)C(NC(CCC(F)(F)F)=O)C1CC1)NC(=O)C1=CC=NN1C(C)C)C1CC1 N-((2S)-1,1-Dicyclopropyl-3-((4-(cyclopropyl(4,4,4-trifluorobutanamido)methyl)pyridin-2-yl)amino)-3-oxopropan-2-yl)-1-isopropyl-1H-pyrazole-5-carboxamide